C(C)O[C@H]1[C@@H](CN(CC1)C=1C=2C(N(C(C1)=O)C)=CN(N2)CC#N)OC2=CC(=CC=C2)C(F)(F)F 2-(7-((3R,4R)-4-ethoxy-3-(3-(trifluoromethyl)phenoxy)piperidin-1-yl)-4-methyl-5-oxo-4,5-dihydro-2H-pyrazolo[4,3-b]pyridin-2-yl)acetonitrile